iso-Butylsulfinic acid sodium salt [Na+].C(C(C)C)S(=O)[O-]